3-indolecarbaldehyde N1C=C(C2=CC=CC=C12)C=O